COC1=CC=C2C(C(=COC2=C1)C1=CC=C(C=C1)OC)=O 7,4'-dimethoxyisoflavone